2,4-dimethyl-2-hexanol CC(C)(CC(CC)C)O